3-amino-2,2,5,5-tetramethylpyrrolidine NC1C(NC(C1)(C)C)(C)C